NC1=NC2=CC=C(C=C2C=C1C)C(=O)N([C@@H](C)C1=NC=CC=N1)CC1=NC=CC=C1Cl 2-amino-N-((3-chloro-2-pyridinyl)methyl)-3-methyl-N-((1S)-1-(2-pyrimidinyl)ethyl)-6-quinolinecarboxamide